CC(C=CS)C 3-methyl-butenethiol